5-[4-amino-5-(trifluoromethyl)pyrrolo[2,1-f][1,2,4]triazin-7-yl]-4-fluoro-N-[(3R,4S)-4-fluoro-1-(3-fluoropyridine-4-carbonyl)pyrrolidin-3-yl]-2-methylbenzamide NC1=NC=NN2C1=C(C=C2C=2C(=CC(=C(C(=O)N[C@@H]1CN(C[C@@H]1F)C(=O)C1=C(C=NC=C1)F)C2)C)F)C(F)(F)F